o-aminobenzamide C1=CC=C(C(=C1)C(=O)N)N